1-[2-(4-phenoxybutyrylamino)acetyl]pyrrolidine-2-carboxamide O(C1=CC=CC=C1)CCCC(=O)NCC(=O)N1C(CCC1)C(=O)N